(R)-6-(5-((3-(4-methyl-1-oxo-1,3-dihydroisobenzofuran-5-yl)piperazin-1-yl)methyl)-1,3,4-oxadiazol-2-yl)nicotinonitrile CC1=C2COC(C2=CC=C1[C@@H]1CN(CCN1)CC1=NN=C(O1)C1=NC=C(C#N)C=C1)=O